(1-(2-cyanoethyl))-3-methylimidazolium C(#N)CCN1C=[N+](C=C1)C